C(C)N(CC)CC1=CC=C(COC2=CC=CC=3NC4=CC=CC=C4C23)C=C1 4-(4-(N,N-diethyl)aminomethylbenzyloxy)-9H-carbazole